CC(C(=O)N)(C)N1CCNCC1 methyl-2-(piperazin-1-yl)propanamide